C(#N)CC1(CN(C1)C(C(F)(F)F)=O)NC(=O)C=1N=C2N(C=C(C=C2)OC2=NC=C(C=C2OCC(F)F)F)C1C N-[3-(cyanomethyl)-1-(2,2,2-trifluoroacetyl)azetidin-3-yl]-6-[[3-(2,2-difluoroethoxy)-5-fluoro-2-pyridyl]oxy]-3-methyl-imidazo[1,2-a]pyridine-2-carboxamide